N-(7-chloro-6-(1-((3S,4S)-4-hydroxy-3-methyltetrahydrofuran-3-yl)piperidin-4-yl)isoquinolin-3-yl)-2-(1-isobutyl-1H-pyrazol-5-yl)cyclopropane-1-carboxamide ClC1=C(C=C2C=C(N=CC2=C1)NC(=O)C1C(C1)C1=CC=NN1CC(C)C)C1CCN(CC1)[C@]1(COC[C@H]1O)C